(3R,6S)-3-(3-guanidinopropyl)-8-isopentyl-6-methyl-4,7-dioxo-N-(pyridin-4-ylmethyl)hexahydropyrazino[2,1-c][1,2,4]oxadiazine-1(6H)-carboxamide N(C(=N)N)CCC[C@@H]1C(N2C(N(O1)C(=O)NCC1=CC=NC=C1)CN(C([C@@H]2C)=O)CCC(C)C)=O